FC1=C(C=CC(=C1F)OC)C1=CN=C2N1C=CN=C2NC2=CC(=C(C=C2)C(=O)N2CCNCC2)C [4-[[3-(2,3-difluoro-4-methoxyphenyl)imidazo[1,2-a]pyrazin-8-yl]amino]-2-methylphenyl]-piperazin-1-ylmethanone